2-(imidazol-1-yl)pyridine N1(C=NC=C1)C1=NC=CC=C1